Cyclopropyl-(2,4,6-trichloropyridin-3-yl)methanone C1(CC1)C(=O)C=1C(=NC(=CC1Cl)Cl)Cl